C(C(=C)C)(=O)OC1(CCCC1)C12CC3CC(CC(C1)C3)C2 (1-(adamantan-1-yl) cyclopentyl) methacrylate